IC#CC1=CSC=C1 3-(iodoethynyl)thiophene